3-((3-exo)-3-((7-((5-methyl-1H-pyrazol-3-yl)amino)thiazolo[4,5-d]pyrimidin-5-yl)amino)-8-azabicyclo[3.2.1]octan-8-yl)propionitrile CC1=CC(=NN1)NC=1C2=C(N=C(N1)NC1CC3CCC(C1)N3CCC#N)N=CS2